4-bromo-5-(cyclopent-1-en-1-yl)-1-methylpyridin-2-one BrC1=CC(N(C=C1C1=CCCC1)C)=O